2,4-di-octylthiomethyl-6-methyl-phenol C(CCCCCCC)SCC1=C(C(=CC(=C1)CSCCCCCCCC)C)O